1,2-dimethyl-quinoline CN1C(C=CC2=CC=CC=C12)C